C(C)(C)(C)OC(=O)N1CCC(CC1)(C#N)CC1=C(C=C(C=C1)C#N)Br 4-[(2-bromo-4-cyano-phenyl)methyl]-4-cyano-piperidine-1-carboxylic acid tert-butyl ester